NC([C@H](C[C@H]1C(NCC1)=O)NC(=O)[C@H]1N(C[C@@H](C1)C(F)(F)F)C([C@H](CC1CCC1)NC(C(F)(F)F)=O)=O)=O (2S,4R)-N-((S)-1-amino-1-oxo-3-((S)-2-oxopyrrolidin-3-yl)propan-2-yl)-1-((S)-3-cyclobutyl-2-(2,2,2-trifluoroacetylamino)propanoyl)-4-(trifluoromethyl)pyrrolidine-2-carboxamide